NC=1C2=C(N=CN1)N(C=C2C2=CC(=C(C=C2)NC(=O)NC2=CC(=NO2)C2(CC2)C(F)(F)F)F)C2CC(C2)O 1-(4-(4-AMINO-7-(3-HYDROXYCYCLOBUTYL)-7H-PYRROLO[2,3-D]PYRIMIDIN-5-YL)-2-FLUOROPHENYL)-3-(3-(1-(TRIFLUOROMETHYL)CYCLOPROPYL)ISOXAZOL-5-YL)UREA